C1(CC1)N1CC2=NC(=CC=C2C1=O)OC 6-cyclopropyl-2-methoxy-6,7-dihydro-5H-pyrrolo[3,4-b]pyridin-5-one